NC=1N=C(C2=C(N1)N(C(=C2)C(=O)N(C)C)C2CCCC2)NCCCO 2-amino-7-cyclopentyl-4-((3-hydroxypropyl)amino)-N,N-dimethyl-7H-pyrrolo[2,3-d]pyrimidine-6-carboxamide